CSC1=CC=C(C(=O)NC2=CC=C(C=C2)[C@H]2CNCCC2)C=C1 (S)-4-(Methylthio)-N-(4-(piperidin-3-yl)-phenyl)-benzamid